O1CCN(CC1)C1=CC(=NC=2N1N=C(C2)C=2C=NC=CC2)N2N=C(C=C2)C=2C=C(C#N)C=CC2 3-[1-[7-morpholino-2-(3-pyridinyl)pyrazolo[1,5-a]pyrimidin-5-yl]pyrazol-3-yl]benzonitrile